Methyl-6-bromo-8-fluoro-3-(hydroxymethyl)-3,4-dihydroisoquinoline-2(1H)-carboxylate COC(=O)N1CC2=C(C=C(C=C2CC1CO)Br)F